1-(tert-butyl) 3-ethyl (R)-3-((R)-1-(((R)-tert-butylsulfinyl)amino)propyl)azepane-1,3-dicarboxylate C(C)(C)(C)[S@@](=O)N[C@H](CC)[C@@]1(CN(CCCC1)C(=O)OC(C)(C)C)C(=O)OCC